trans,trans-2,4-Nonadienal C(\C=C\C=C\CCCC)=O